C(C)(C)(C)OC(=O)N1CCN(CC1)C1=C(C(=CC=C1)C=1N=NN(C1)CC1=C(C=C(C=C1)C=1OC(=NN1)C(F)F)F)F 4-(3-(1-(4-(5-(difluoromethyl)-1,3,4-oxadiazol-2-yl)-2-fluorobenzyl)-1H-1,2,3-triazol-4-yl)-2-fluorophenyl)piperazine-1-carboxylic acid tert-butyl ester